CN(CCCCCC(=O)O)C N,N-Dimethyl-6-aminohexanoic acid